3,3-Dimethoxypropionamide COC(CC(=O)N)OC